5-[1-(2,2-Dimethylpropyl)-1H-pyrazol-4-yl]-6-chinolin-7-ylpyridin-2-carbonitril CC(CN1N=CC(=C1)C=1C=CC(=NC1C1=CC=C2C=CC=NC2=C1)C#N)(C)C